NC1(CCN(CC1)C1=NC(=C2C(=N1)NN=C2C2=CC1=CN(N=C1C=C2)C)C(=O)N)C2=CC=CC=C2 6-(4-amino-4-phenylpiperidin-1-yl)-3-(2-methyl-2H-indazol-5-yl)-1H-pyrazolo[3,4-d]pyrimidine-4-formamide